C(C1=CC=CC=C1)OC(=O)C(C1=CC=CC=C1)C(=O)OCC1=CC=CC=C1 benzyloxycarbonyl-(Cbz)toluene